3,5-dioxopiperazine-1-carboxamide O=C1CN(CC(N1)=O)C(=O)N